6-amino-N-{(1S,2S)-2-[(4-{(1S)-1-[4-(2-hydroxyethyl)piperazin-1-yl]-2,3-dihydro-1H-inden-5-yl}phenyl)methoxy]cyclopentyl}-1'-methyl-2'-oxo-1',2'-dihydro[3,4'-bipyridine]-5-carboxamide NC1=C(C=C(C=N1)C1=CC(N(C=C1)C)=O)C(=O)N[C@@H]1[C@H](CCC1)OCC1=CC=C(C=C1)C=1C=C2CC[C@@H](C2=CC1)N1CCN(CC1)CCO